BrC1=C(C=C(C=C1)C=1N(C=C(N1)C(F)(F)F)C)F 2-(4-Bromo-3-fluorophenyl)-1-methyl-4-(trifluoromethyl)-1H-imidazole